FC1=NC(=CC=C1N1CCN(CC1)CC=1C(=C2NC(C=3N(C2=CC1)N=CC3C)=O)F)C(NCC)=O 7-((4-(2-fluoro-6-(ethylcarbamoyl)pyridin-3-yl)piperazin-1-yl)methyl)-6-fluoro-3-methylpyrazolo[1,5-a]quinoxalin-4(5H)-one